tert-Butyl 4-[3-[3-[[2-chloro-6-[3-(3,3-dicyclopropylpropoxy) pyrazol-1-yl]pyridine-3-carbonyl]sulfamoyl]pyrazol-1-yl]propyl]-2,2-dimethyl-pyrrolidine-1-carboxylate ClC1=NC(=CC=C1C(=O)NS(=O)(=O)C1=NN(C=C1)CCCC1CC(N(C1)C(=O)OC(C)(C)C)(C)C)N1N=C(C=C1)OCCC(C1CC1)C1CC1